C1=CC(=C2C(=C1)OC(O2)(F)F)C3=CNC=C3C#N The molecule is a member of the class of benzodioxoles that is 2,2-difluoro-1,3-benzodioxole substituted at position 4 by a 3-cyanopyrrol-4-yl group. A fungicide seed treatment for control of a range of diseases including Fusarium, Rhizoctonia and Alternaria. It has a role as an androgen antagonist, an estrogen receptor agonist and an antifungal agrochemical. It is a member of benzodioxoles, a member of pyrroles, a nitrile and an organofluorine compound.